[Si](C)(C)(C(C)(C)C)OC1CCN(CC1)CCCl 4-((tert-butyldimethylsilyl)oxy)-1-(2-chloroethyl)piperidine